α,α-dimethylbenzenepropanol CC(CCC1=CC=CC=C1)(O)C